C(C)(C)(C)OC(CNC(=O)CCCCC(=O)OC1CN(CC1)C(=O)OC(C)(C)C)=O Tert-Butyl 3-[(5-{[2-(tert-butoxy)-2-oxoethyl]carbamoyl}pentanoyl)oxy]pyrrolidine-1-carboxylate